2,2-bis[4-(3-(methacryloyloxy)2-Hydroxypropoxy)Phenyl]Propane C(C(=C)C)(=O)OCC(COC1=CC=C(C=C1)C(C)(C)C1=CC=C(C=C1)OCC(COC(C(=C)C)=O)O)O